FC1=C(C=CC=C1)NC(=O)C1=NC=C(C=C1)S(=O)(=O)C N-(2-fluorophenyl)-5-(methylsulfonyl)pyridineamide